C(C(C)[2H])=O propionaldehyde-d